(3S)-6-[3-(4-chloro-3-fluoro-phenyl)-1,2,4-oxadiazol-5-yl]-2,2-dimethyl-3,4-dihydropyrano[2,3-b]pyridin-3-ol ClC1=C(C=C(C=C1)C1=NOC(=N1)C=1C=C2C(=NC1)OC([C@H](C2)O)(C)C)F